OB1OCC2=C1C(=C(C=C2)C(=O)N[C@@H](C(C)C)C(=O)OCC2=CC=C(C=C2)F)CCC 4-fluorobenzyl (1-hydroxy-7-propyl-1,3-dihydrobenzo[c][1,2]oxaborole-6-carbonyl)-L-valinate